[Mn+2].C(C(=O)[O-])(=O)[O-].C(C(=O)O)(=O)O.C(C(=O)O)(=O)[O-].[Na+] sodium tris-oxalate manganese